BrC1=C(C=C(C=C1)CCl)OC 1-bromo-4-(chloromethyl)-2-methoxybenzene